C(#N)C1=NC2=CC(=CC(=C2N=C1C=1CCN(CC1)C)[C@@H](C)NC1=C(C(=O)O)C=CC=C1)C (R)-2-((1-(2-cyano-7-methyl-3-(1-methyl-1,2,3,6-tetrahydropyridin-4-yl)quinoxalin-5-yl)ethyl)amino)-benzoic acid